tert-butyl[(4-iodophenyl)methoxy]dimethylsilane C(C)(C)(C)[Si](C)(C)OCC1=CC=C(C=C1)I